C(C)(C)(C)OC(=O)N1CC(C1)C=1C(=C2N=CC=NC2=C(C1)C1=CC=C(C=C1)OC(F)(F)F)Cl 3-(5-chloro-8-(4-(trifluoromethoxy)phenyl)quinoxalin-6-yl)azetidine-1-carboxylic acid tert-butyl ester